butyl ((3-(4-((1H-imidazol-1-yl)methyl)-3-cyanophenyl)-5-isobutylthiophen-2-yl)sulfonyl)carbamate N1(C=NC=C1)CC1=C(C=C(C=C1)C1=C(SC(=C1)CC(C)C)S(=O)(=O)NC(OCCCC)=O)C#N